(R,E)-1-(1-(4-(cyclopropyl(methyl)amino)but-2-enoyl)pyrrolidin-3-yl)-3-(4-phenoxyphenyl)-1H-imidazo[4,5-c]pyridin-2(3H)-one C1(CC1)N(C/C=C/C(=O)N1C[C@@H](CC1)N1C(N(C=2C=NC=CC21)C2=CC=C(C=C2)OC2=CC=CC=C2)=O)C